FC1=C(CC2=C3N(C=C(N2)C2=CC=CC=C2)C(C(=N3)CC=3OC(=CC3)C)=O)C=CC=C1F 8-(2,3-Difluorobenzyl)-2-((5-methylfuran-2-yl)methyl)-6-phenylimidazo[1,2-a]pyrazin-3(7H)-one